6-(7,8-dimethyl-[1,2,4]triazolo[4,3-b]pyridazin-6-yl)-3-(6-methoxy-3-pyridyl)-7,8-dihydro-5H-1,6-naphthyridine CC1=C(C=2N(N=C1N1CC=3C=C(C=NC3CC1)C=1C=NC(=CC1)OC)C=NN2)C